(2-[3-methyl-6-(prop-1-en-2-yl)cyclohex-2-en-1-yl])-5-(2-phenylethyl)benzene-1,3-diol CC1=CC(C(CC1)C(=C)C)C1=C(C=C(C=C1O)CCC1=CC=CC=C1)O